FC(C1=C(C=CC(=C1)F)C(C)N1C[C@@H](N(C[C@H]1C)C=1C=2N=C(N(C2N(C(N1)=O)C)C)CC#N)C)F 2-(6-((2S,5R)-4-(1-(2-(difluoromethyl)-4-fluorophenyl)ethyl)-2,5-dimethylpiperazin-1-yl)-3,9-dimethyl-2-oxo-3,9-dihydro-2H-purin-8-yl)acetonitrile